3-[(3-fluoro-2-methoxyphenyl)amino]-2-(3-{2-[(2S,5S)-5-methylpyrrolidin-2-yl]ethynyl}pyridin-4-yl)-1H,5H,6H,7H-pyrrolo[3,2-c]pyridin-4-one FC=1C(=C(C=CC1)NC1=C(NC2=C1C(NCC2)=O)C2=C(C=NC=C2)C#C[C@H]2N[C@H](CC2)C)OC